ClC1=C(C=CC(=C1)S(=O)(=O)C)COC1CCN(CC1)C(=O)N1C[C@H](CC1)C(=O)N (3S)-1-[4-[(2-chloro-4-methylsulfonyl-phenyl)methoxy]piperidine-1-carbonyl]pyrrolidine-3-carboxamide